(2S,4r)-1-[(2S)-3,3-dimethyl-2-[4-[(3-oxopiperazin-1-yl)methyl]triazol-1-yl]butyryl]-4-hydroxy-N-methyl-pyrrolidine-2-carboxamide CC([C@@H](C(=O)N1[C@@H](C[C@H](C1)O)C(=O)NC)N1N=NC(=C1)CN1CC(NCC1)=O)(C)C